1-((3aR,5s,6aS)-5-(3-(pyrimidin-4-yl)phenoxy)octahydrocyclopenta[c]pyrrole-2-carbonyl)-1H-pyrazole-3-carboxylic acid tert-butyl ester C(C)(C)(C)OC(=O)C1=NN(C=C1)C(=O)N1C[C@@H]2[C@H](C1)CC(C2)OC2=CC(=CC=C2)C2=NC=NC=C2